(S)-5-(3-(3-(6-(3-chlorophenoxy)pyridin-3-yl)azetidin-1-yl)-3-oxopropyl)-5-methylpyrrolidin-2-one compound with methane C.ClC=1C=C(OC2=CC=C(C=N2)C2CN(C2)C(CC[C@@]2(CCC(N2)=O)C)=O)C=CC1